CC=1N=C(SC1S(=O)(=O)N)NC 4-methyl-2-(methylamino)thiazole-5-sulfonamide